[Br-].C[NH2+]C dimethylammonium bromide